NC1=NN2C(N=C(C=C2)C=2C=C3CN(C(C3=C(C2)S(=O)(=O)NC)=O)[C@@H](C)C2CC2)=C1C(=O)NC1CC1 2-amino-N-cyclopropyl-5-{2-[(1S)-1-cyclopropylethyl]-7-(methylaminosulfonyl)-1-oxo-2,3-dihydro-1H-isoindol-5-yl}pyrazolo[1,5-a]pyrimidine-3-carboxamide